C(C)(C)OC1=CC=2N(C=C1C(=O)NC=1C(N(C=CC1)C)=O)C=C(N2)C21COC(C2)(C1)C 7-isopropoxy-N-(1-methyl-2-oxo-1,2-dihydropyridin-3-yl)-2-(1-methyl-2-oxabicyclo[2.1.1]hex-4-yl)imidazo[1,2-a]pyridine-6-carboxamide